6,10,14-trimethyl-4,5-pentadecadien-2-one CC(=C=CCC(C)=O)CCCC(CCCC(C)C)C